COC=CCC(C)(C)C1=CC=CC=C1 (5-methoxy-2-methylpent-4-en-2-yl)benzene